(1,3,5,7-Tetraoxo-5,7-dihydropyrrolo[3,4-f]isoindole-2,6(1H,3H)-diyl)bis(propane-2,1-diyl) dinitrate [N+](=O)(OCC(C)N1C(C2=CC=3C(N(C(C3C=C2C1=O)=O)C(CO[N+](=O)[O-])C)=O)=O)[O-]